2-bromo-5-methyl-pyrimidine BrC1=NC=C(C=N1)C